tert-butyl (R)-(1-((1-propenoylpiperidin-4-yl) methyl) piperidin-3-yl)carboxylate C(C=C)(=O)N1CCC(CC1)CN1C[C@@H](CCC1)C(=O)OC(C)(C)C